C(C)(C)(C)OC(NC1=CC(=NC=C1)OC(F)F)=O (2-(Difluoromethoxy)pyridin-4-yl)carbamic acid tert-butyl ester